C(C1=CC=CC=C1)N1C(C2(CCCC3=CC=CC=C23)C1)=O 1-benzylspiro[azetidine-3,1'-tetrahydronaphthalene]-2-one